CC1=CN=C2N1C=C(C=N2)C=2C=CN1N=C(N=CC12)NCC1COC1 5-(3-methylimidazo[1,2-a]pyrimidin-6-yl)-N-(oxetan-3-ylmethyl)pyrrolo[2,1-f][1,2,4]triazin-2-amine